3,7-dimethyl-10H-phenothiazine CC=1C=CC=2NC3=CC=C(C=C3SC2C1)C